C1(=CC=CC=C1)C1CCNC1 4-phenyl-perhydropyrrole